benzylidene[1,3-bis(2,4,6-trimethylphenyl)imidazolidin-2-ylidene]Dichloro(Tricyclohexylphosphine) ruthenium [Ru].C(C1=CC=CC=C1)=C1C(C(CCC1(Cl)Cl)P(C1CCCCC1)C1CCCCC1)=C1N(CCN1C1=C(C=C(C=C1C)C)C)C1=C(C=C(C=C1C)C)C